thiomorpholine-S,S-dioxide N1CCS(CC1)(=O)=O